N-[7-(pyrimidin-4-yl)heptyl]propionamide N1=CN=C(C=C1)CCCCCCCNC(CC)=O